α,α,α-tris(4-hydroxyphenyl)-1-ethyl-4-isopropylbenzene CC(C)(C1=CC=C(C=C1)C(C)(C2=CC=C(C=C2)O)C3=CC=C(C=C3)O)C4=CC=C(C=C4)O